benzo[d][1,3]thiazol-2-amine S1C(=NC2=C1C=CC=C2)N